5-(7-(N-(1-cyanocyclopropyl)sulfamoyl)-9-(5-(difluoromethyl)-1,3,4-thiadiazol-2-yl)-9H-pyrimido[4,5-b]indol-4-yl)-N,N-dimethylpicolinamide C(#N)C1(CC1)NS(=O)(=O)C1=CC=C2C3=C(N(C2=C1)C=1SC(=NN1)C(F)F)N=CN=C3C=3C=CC(=NC3)C(=O)N(C)C